C(C)(C)(C)OC(=O)NC=1SC=C(N1)/C(/C(N[C@@H]1C(NOC1)=O)=O)=N/OC1(CC2CCC(C1)O2)C(=O)OC(C)(C)C tert-butyl 3-{[(Z)-(1-{2-[(tert-butoxycarbonyl)amino]-1,3-thiazol-4-yl}-2-oxo-2-{[(4S)-3-oxo-1,2-oxazolidin-4-yl]amino}ethylidene)amino]oxy}-8-oxabicyclo[3.2.1]octane-3-carboxylate